C(CC#CCCCC)OC(CCC(=O)O)OCCC#CCCCC 4,4-bis(oct-3-yn-1-yloxy)butyric acid